tert-butyl 6-((8-(bicyclo[3.1.0]hex-3-yl)-6-cyano-7-oxo-7,8-dihydropyrido[2,3-d]pyrimidin-2-yl) amino)-3,4-dihydroisoquinoline-2(1H)-carboxylate C12CC(CC2C1)N1C(C(=CC2=C1N=C(N=C2)NC=2C=C1CCN(CC1=CC2)C(=O)OC(C)(C)C)C#N)=O